2-([1-[(2-Chlorophenyl)methyl]-5-(thien-2-yl)1H-pyrazol-3-yl]methoxy)-2-methylpropanoic acid ClC1=C(C=CC=C1)CN1N=C(C=C1C=1SC=CC1)COC(C(=O)O)(C)C